3-(3-(4-fluorophenyl)-4-oxo-3,4-dihydro-phthalazin-1-yl)benzoic acid FC1=CC=C(C=C1)N1N=C(C2=CC=CC=C2C1=O)C=1C=C(C(=O)O)C=CC1